C(#N)\N=C(/NCC)\C1=CN=C2N1N=C(C=C2)N2[C@H](C[C@@H](C2)F)C2=CC(=CC(=C2)F)SC (Z)-N'-cyano-N-ethyl-6-[(2R,4S)-4-fluoro-2-[5-fluoro-3-(methylsulfanyl)phenyl]pyrrolidin-1-yl]imidazo[1,2-b]pyridazine-3-carboximidamide